3-[3-hydroxy-5-[4-(hydroxymethyl)-1-piperidyl]-1-oxo-isoindolin-2-yl]piperidine-2,6-dione OC1N(C(C2=CC=C(C=C12)N1CCC(CC1)CO)=O)C1C(NC(CC1)=O)=O